1-(3-fluorophenyl)-4-phenyl-N-(4-(trifluoromethyl)benzyl)-1H-imidazol-2-amine FC=1C=C(C=CC1)N1C(=NC(=C1)C1=CC=CC=C1)NCC1=CC=C(C=C1)C(F)(F)F